tert-butyl [cis-4-({[tert-butyl (diphenyl) silyl]oxy}methyl)-4-methoxycyclohexyl]carbamate [Si](C1=CC=CC=C1)(C1=CC=CC=C1)(C(C)(C)C)OCC1(CCC(CC1)NC(OC(C)(C)C)=O)OC